FC1=C(C=CC(=C1)F)CN1C(CCC1=O)CC(=O)NC1CC(CC(C1)C)(C)C 2-[1-[(2,4-difluorophenyl)methyl]-5-oxopyrrolidin-2-yl]-N-(3,3,5-trimethylcyclohexyl)acetamide